C(C)(=O)OC1=C(C=C(C=C1)F)[C@H](C=1NC2=CC=CC=C2C1)NC(=O)C=1C=C(C=CC1)C1=CC=C(C=C1)N1CCN(CC1)C(C)=O (R)-2-((4'-(4-acetylpiperazine-1-yl)-[1,1'-biphenyl]-3-carboxamido) (1H-indole-2-yl)methyl)-4-fluorophenyl acetate